COC1=CC=C(CN(C(=O)OCOCOCCC(CCOCOCOC(=O)N(CC2=CC=C(C=C2)OC)CC2=CC=C(C=C2)OC)N(C)C)CC2=CC=C(C=C2)OC)C=C1 1-[bis(4-methoxybenzyl)aminocarbonyloxymethoxymethoxy]-5-[bis(4-methoxybenzyl)aminocarbonyloxymethoxymethoxy]-3-(dimethylamino)pentane